C1N(CCC2=CC=CC=C12)CCCCC1=CC=C(C(=N1)C=O)O 6-(4-(3,4-Dihydroisoquinolin-2(1H)-yl)butyl)-3-hydroxypicolinaldehyde